(7S)-4,7-difluoro-7-(1-methylethyl)-N-[(1R)-3-(1-oxa-8-azaspiro[4.5]dec-8-yl)-1-(6-pyridazin-4-ylpyridin-3-yl)propyl]-5,6,7,8-tetrahydroacridine-2-carboxamide FC1=CC(=CC2=CC=3C[C@@](CCC3N=C12)(C(C)C)F)C(=O)N[C@H](CCN1CCC2(CCCO2)CC1)C=1C=NC(=CC1)C1=CN=NC=C1